CN1C(N(C(C=2N(C=NC12)C)=O)CC1CC(CC1)=O)=O 3,7-dimethyl-1-(3-oxo-cyclopentylmethyl)-1H-purine-2,6(3H,7H)-dione